2-oxo-1,3-dihydrobenzimidazole-5-carboxylic acid O=C1NC2=C(N1)C=CC(=C2)C(=O)O